C(C=C)N[C@@H](CCC(=O)[O-])C(=O)[O-] allyl-L-glutamate